magnesium potassium salt [K].[Mg]